[Ir].N1=NC=CC2=C1C=CS2 thienopyridazine iridium